O=C1C2(N(C3=CC=CC=C13)C(=O)N)CC2 Oxospiro[cyclopropane-1,2'-indoline]-1'-carboxamide